FC=1C(=NC=CC1)C1=NN=C(O1)C(=O)N1[C@@H](C2=C(CC1)NC=N2)C2=NN1C(C(=CC=C1)C(F)(F)F)=C2 (S)-(5-(3-fluoropyridin-2-yl)-1,3,4-oxadiazol-2-yl)(4-(4-(trifluoromethyl)pyrazolo[1,5-a]pyridin-2-yl)-6,7-dihydro-1H-imidazo[4,5-c]pyridin-5(4H)-yl)methanone